ClC(CNS(=O)(=O)C(/C=C/C)(CCCC)B1OC(CN(CC(O1)=O)C)=O)(Cl)Cl 2,2,2-trichloroethyl-(E)-(4-(6-methyl-4,8-dioxo-1,3,6,2-dioxazaborocan-2-yl)oct-2-en-4-yl)sulfonamide